C(C1=CC=CC=C1)OOP(OOCC1=CC=CC=C1)(O)=O dibenzyloxyphosphoric acid